4-(2-oxopiperidin-1-yl)benzoic acid O=C1N(CCCC1)C1=CC=C(C(=O)O)C=C1